CC=1C(=NC=C(C1)NC(C(=O)N1C(CCC(C1)C)C1=CC(=CC=C1)C(F)(F)F)=O)NC(OC(C)(C)C)=O tert-Butyl N-[3-methyl-5-[[2-[5-methyl-2-[3-(trifluoromethyl)phenyl]-1-piperidyl]-2-oxo-acetyl]amino]-2-pyridyl]carbamate